3,4-dihydroxybenzoic acid (3,4-dihydroxybenzoate) OC=1C=C(C(=O)O)C=CC1O.OC=1C=C(C(=O)O)C=CC1O